BrC1=CC=C(CNC2=CC(=C(C=C2)NC(C2=C(C=CC(=C2)Cl)O)=O)Cl)C=C1 N-(4-((4-Bromobenzyl)amino)-2-chlorophenyl)-5-chloro-2-hydroxybenzamide